COC1=C(C=C(C=C1)/C=C/C(=O)C1=C(C(=O)O)C=CC=C1)OCC#C 2-[(E)-3-(4-Methoxy-3-prop-2-ynoxyphenyl)prop-2-enoyl]benzoic acid